4-bromo-2,5-dimethylaniline BrC1=CC(=C(N)C=C1C)C